C(\C=C\C(=O)[O-])(=O)OC1(CCCC1)C1CCCCC1 cyclohexylcyclopentyl fumarate